tert-butyl 4-(4-(3-((3-amino-6-(2-aminophenyl)pyridazin-4-yl)oxy)piperidin-1-yl)phenyl)piperazine-1-carboxylate NC=1N=NC(=CC1OC1CN(CCC1)C1=CC=C(C=C1)N1CCN(CC1)C(=O)OC(C)(C)C)C1=C(C=CC=C1)N